Cl.ClC=1C=C(C=CC1Cl)C1=CC=C(C=C1)NC([C@H](CCC)NC)=O (S)-N-(3',4'-dichloro-[1,1'-biphenyl]-4-yl)-2-(methylamino)pentanamide hydrochloride